1-[[tert-butyl-(diphenyl)silyl]oxymethyl]cyclopropanecarboxylic acid C(C)(C)(C)[Si](OCC1(CC1)C(=O)O)(C1=CC=CC=C1)C1=CC=CC=C1